(6-hydroxy-2-(4-hydroxyphenyl)benzo[b]thiophen-3-yl)(4-(nonyloxy)phenyl)methanone OC=1C=CC2=C(SC(=C2C(=O)C2=CC=C(C=C2)OCCCCCCCCC)C2=CC=C(C=C2)O)C1